ethyl(1-(4-(5-(chlorodifluoromethyl)-1,2,4-oxadiazol-3-yl)phenyl)ethyl)(methyl)phosphinate C(C)OP(=O)(C)C(C)C1=CC=C(C=C1)C1=NOC(=N1)C(F)(F)Cl